ClC1=C(NC2CC(CCC2Cl)N[C]F)C=CC=C1 2-(o-chloroanilino)-3-chloro-6-cyclohexylaminofluorocarbon